ClC1=CC(=C(C=C1)C1=CC=CC=C1)N 4-Chloro-2-aminobiphenyl